FC(N1C(=NC2=C1CN(C=1C(=NC=CC21)NC2=CC(=NC=C2C(CC([2H])([2H])[2H])=O)NC(=O)C2CC2)C)C)F N-(4-((3-(difluoromethyl)-2,5-dimethyl-4,5-dihydro-3H-imidazo[4,5-c][1,7]naphthyridin-6-yl)amino)-5-(propanoyl-3,3,3-d3)pyridin-2-yl)cyclopropanecarboxamide